O[C@H]1CN(CC1)C(=O)OC(C)(C)C |r| tert-butyl (3RS)-3-hydroxypyrrolidine-1-carboxylate